barium-lanthanum-titanium [Ti].[La].[Ba]